(3S,7S,14R)-14-(4-hydroxybenzyl)-5,13,16-trioxo-4,6,12,15-tetraazaoctadecane-1,3,7,18-tetracarboxylic acid OC1=CC=C(C[C@H](C(NCCCC[C@H](NC(N[C@@H](CCC(=O)O)C(=O)O)=O)C(=O)O)=O)NC(CCC(=O)O)=O)C=C1